NC1=NC(=CC(=N1)N1CCC2(C[C@H](NC2)C(=O)OCC)CC1)O[C@@H](C(F)(F)F)C1=CC=C(C=C1)C=1C=C2C=CC(N(C2=CC1)C)=O (S)-ethyl 8-(2-amino-6-((R)-2,2,2-trifluoro-1-(4-(1-methyl-2-oxo-1,2-dihydroquinolin-6-yl)phenyl)ethoxy)pyrimidin-4-yl)-2,8-diazaspiro[4.5]decane-3-carboxylate